CC1(NC(CC1=O)(C)C)C 2,2,5,5-tetramethyl-3-oxopyrrolidine